COCCN(C1=CC=C(C=N1)C1=NC=2N(C(N(C(C2N1)=O)CCCN1C(CCC1)=O)=O)CCC)C(=O)C=1C=NC(=CC1)F 8-{6-[N-(2-Methoxyethyl)[6-fluoro-3-pyridyl]carbonylamino]-3-pyridyl}-1-[3-(2-Oxo-1-pyrrolidinyl)propyl]-3-propylxanthine